(2R,3R,4S,5R)-2-(4-amino-5-bromo-2-oxopyrimidin-1(2H)-yl)-4-(benzyloxy)-5-((benzyloxy) methyl)-5-cyanotetrahydrofuran-3-yl acetate C(C)(=O)O[C@H]1[C@@H](O[C@]([C@H]1OCC1=CC=CC=C1)(C#N)COCC1=CC=CC=C1)N1C(N=C(C(=C1)Br)N)=O